3-chloro-N-(1-cyanocyclopropyl)-1-(2-(2,2-difluoroacetyl)hydrazin-1-carbonyl)-5-(4-isobutyrylpiperazin-1-yl)-N-(4-methoxybenzyl)imidazo[1,5-a]pyridin-7-sulfonamide ClC1=NC(=C2N1C(=CC(=C2)S(=O)(=O)N(CC2=CC=C(C=C2)OC)C2(CC2)C#N)N2CCN(CC2)C(C(C)C)=O)C(=O)NNC(C(F)F)=O